4-(benzylthio)-5-methyl-1-((2-(trimethylsilyl)ethoxy)methyl)-1H-imidazole C(C1=CC=CC=C1)SC=1N=CN(C1C)COCC[Si](C)(C)C